CC1=C(C=CC(=C1)CNC)C=1SC(=CN1)C1=NC(=NC=C1C(F)(F)F)NC1CCN(CC1)S(=O)(=O)C 4-[2-[2-methyl-4-(methylaminomethyl)phenyl]-1,3-thiazol-5-yl]-N-(1-methylsulfonylpiperidin-4-yl)-5-(trifluoromethyl)pyrimidin-2-amine